C(C)(C)C1=C(C=CC=C1)C(C)(C)OO α-(iso-propylphenyl)-iso-propyl hydroperoxide